ClC=1C=C(C=CC1F)C(C=1NC=C(N1)S(=O)(=O)C)OC1CCC(CC1)(F)F 2-((3-chloro-4-fluorophenyl)((4,4-difluorocyclohexyl)oxy)methyl)-4-(methylsulfonyl)-1H-imidazole